((2R,3S)-3-(2-amino-7-(1H-pyrazol-5-yl)quinolin-4-ylamino)bicyclo[2.2.1]heptan-2-yl)methanol NC1=NC2=CC(=CC=C2C(=C1)N[C@@H]1[C@@H](C2CCC1C2)CO)C2=CC=NN2